5-bromo-4-chloropyridine-3-carbaldehyde BrC=1C(=C(C=NC1)C=O)Cl